5-[(2,4,6-Trifluorophenoxyethylthio)methyl]-1,3,4-oxadiazole-2(3H)-thione FC1=C(OCCSCC2=NNC(O2)=S)C(=CC(=C1)F)F